CC1=CC=C(C=C1)N(C1=CC=C(C2=CC=C(N(C3=CC=CC=C3)C3=CC=C(C=C3)C)C=C2)C=C1)C1=CC=CC=C1 bis(4-methylphenyl)-N,N'-bis(phenyl)benzidine